N-((1r,4r)-4-(3-chloro-4-cyanophenoxy)cyclohexyl)-6-(4-(4-(3-(2,6-dioxopiperidin-3-yl)benzyl)piperazin-1-yl)piperidin-1-yl)pyridazine-3-carboxamide ClC=1C=C(OC2CCC(CC2)NC(=O)C=2N=NC(=CC2)N2CCC(CC2)N2CCN(CC2)CC2=CC(=CC=C2)C2C(NC(CC2)=O)=O)C=CC1C#N